ClC=1C=C(C=C(C1)NS(=O)(=O)C)NC(=O)C1=CN(C(=C1)C1=NC=C(C=C1F)N1CCN(CC1)C(=O)C1CC1)C N-(3-chloro-5-(methylsulfonamido)phenyl)-5-(5-(4-(cyclopropanecarbonyl)piperazin-1-yl)-3-fluoropyridin-2-yl)-1-methyl-1H-pyrrole-3-carboxamide